N1=CC(=CC(=C1)C1=CC=C(C(=O)N(CC2CCNCC2)C)C=C1)C1=CC=NC=C1 4-([3,4'-bipyridyl]-5-yl)-N-methyl-N-(piperidin-4-ylmethyl)benzamide